4-((trans-3-hydroxycyclobutyl)amino)-2-(methylthio)pyrimidine-5-carboxylic acid ethyl ester C(C)OC(=O)C=1C(=NC(=NC1)SC)N[C@@H]1C[C@H](C1)O